O=C([C@H](O)[C@H](O)[C@H](O)[C@H](O)C(=O)O)O ALLARIC ACID